C(C1=CC(O)=C(OC)C=C1)(=O)O exo-isovanillic acid